N(=[N+]=[N-])C1CN(CCC1C1=C(C=C(C(=C1)Cl)Cl)OCC1=CC=C(C=C1)OC)C(=O)OC(C)(C)C tert-butyl 3-azido-4-[4,5-dichloro-2-[(4-methoxyphenyl)methoxy]phenyl]piperidine-1-carboxylate